tert-Butyl 2-(3-acetyl-5-(2-fluoropyrimidin-5-yl)-1H-indazol-1-yl)acetate C(C)(=O)C1=NN(C2=CC=C(C=C12)C=1C=NC(=NC1)F)CC(=O)OC(C)(C)C